O[C@@H](CNS(=O)(=O)C1=CC=C(C=C1)C1=CC=CC=C1)[C@H]([C@@H]([C@@H](CO)O)O)O N-((2S,3R,4R,5R)-2,3,4,5,6-pentahydroxyhexyl)-[1,1'-biphenyl]-4-sulfonamide